N,N-dimethyl-1-(4-(2-morpholino-4-(trifluoromethyl)benzyl)piperazine-1-carbonyl)-1H-pyrazole-3-carboxamide CN(C(=O)C1=NN(C=C1)C(=O)N1CCN(CC1)CC1=C(C=C(C=C1)C(F)(F)F)N1CCOCC1)C